NC1=CC=2C3(C4=CC=CC=C4C2C=C1)C1=CC=CC=C1C=1C=CC=CC13 2-amino-9,9-spirobifluorene